C(CCCCCCCCCCCCCCC)(=O)OC(C)(CO)O 2,3-dihydroxypropan-2-yl hexadecanoate